ClC1=C(C=CC=C1F)[C@@H]1COCCN1C=1N=C(C(=NC1)C(=O)N[C@H](C)\C=C\S(=O)(=O)C)F ((R)-3-(2-Chloro-3-fluorophenyl)morpholino)-3-fluoro-N-((R,E)-4-(methylsulfonyl)but-3-en-2-yl)pyrazine-2-carboxamide